BrC=1N=NC=CC1 3-bromopyridazine